glycerol monosulphate S(=O)(=O)(O)OCC(O)CO